ClC=1C(=NN2C1CNCCC2)CC#N 2-(3-chloro-5,6,7,8-tetrahydro-4H-pyrazolo[1,5-a][1,4]diazepin-2-yl)acetonitrile